1-(4-bromo-1-phenyl-3-(tetrahydro-2H-pyran-4-yl)-1H-pyrazol-5-yl)-3-((3S,4R)-4-(4-fluorophenyl)-1-(2-methoxyethyl)pyrrolidin-3-yl)urea BrC=1C(=NN(C1NC(=O)N[C@@H]1CN(C[C@H]1C1=CC=C(C=C1)F)CCOC)C1=CC=CC=C1)C1CCOCC1